2-[4-(Propan-2-yl)piperazin-1-yl]-6-(trifluoromethyl)aniline CC(C)N1CCN(CC1)C1=C(N)C(=CC=C1)C(F)(F)F